3-((1H-pyrazolo[3,4-d]pyrimidin-4-yl)oxy)-N-(4-((4-ethyl-piperazin-1-yl)methyl)-3-(trifluoromethyl)phenyl)-4-methylbenzamide N1N=CC=2C1=NC=NC2OC=2C=C(C(=O)NC1=CC(=C(C=C1)CN1CCN(CC1)CC)C(F)(F)F)C=CC2C